2-thiopyridine C1=CC(=S)NC=C1